1-(2-(4-hydroxytetrahydro-2H-pyran-4-yl)ethyl)-3-((3-(4-(2-(isobutylsulfonyl)phenoxy)-3-(trifluoromethyl)phenyl)-1,2,4-oxadiazol-5-yl)methyl)-5,5-dimethylimidazolidine-2,4-dione OC1(CCOCC1)CCN1C(N(C(C1(C)C)=O)CC1=NC(=NO1)C1=CC(=C(C=C1)OC1=C(C=CC=C1)S(=O)(=O)CC(C)C)C(F)(F)F)=O